C1(CC1)N1C(=NC2=C(C=C(C=C2C1=O)F)[C@@H](C)NC=1C(=NC(=CC1)C(F)(F)F)C(=O)O)C1CCOCC1 (R)-3-((1-(3-cyclopropyl-6-fluoro-4-oxo-2-(tetrahydro-2H-pyran-4-yl)-3,4-dihydroquinazolin-8-yl)ethyl)amino)-6-(trifluoromethyl)picolinic acid